C(C)N1N=C(C=C1C=1NC(=NN1)C1=C2C=NN(C2=CC(=C1)C(=O)N)CC12CCCN2CCC1)C 4-[5-(1-ethyl-3-methyl-1H-pyrazol-5-yl)-4H-1,2,4-triazol-3-yl]-1-[(tetrahydro-1H-pyrrolizin-7a(5H)-yl)methyl]-1H-indazole-6-carboxamide